1-(2-hydroxy-3-benzoyloxy-propan-1-yl)-3-(4-vinylbenzyl)-1H-imidazolium iodide [I-].OC(CN1C=[N+](C=C1)CC1=CC=C(C=C1)C=C)COC(C1=CC=CC=C1)=O